l-norvalinal N[C@@H](CCC)C=O